Cl.C(#N)C1=CC=C(OC=2C=C(C=CC2)NC(=O)[C@@H]2CNC[C@H]2C2=CC=CC=C2)C=C1 (3S,4R)-N-[3-(4-cyanophenoxy)phenyl]-4-phenylpyrrolidine-3-carboxamide hydrochloride